FC1(CC(C1)N1CCC(CC1)N(C1=C(C2=C(N=C(NC2=O)C)C=N1)C#N)C)F 6-((1-(3,3-difluorocyclobutyl)piperidin-4-yl)(methyl)amino)-2-methyl-4-oxo-3,4-dihydropyrido[3,4-d]pyrimidine-5-carbonitrile